3-methoxypropoxy-1,1-dimethyl-8-oxo-2,3,8,13b-tetrahydro-1H-pyrido[2,1-a]pyrrolo[1,2-c]phthalazine-7-carboxylic acid COCCCOC1C(C2N(N3C(C=4C=CC=CC24)=CC(C(=C3)C(=O)O)=O)C1)(C)C